C(=O)C1=CC2=C(N=CS2)C=C1 6-formyl-1,3-benzothiazol